bis(n-propyl salicylate) carbonate C(O)(O)=O.C(CC)OC=1C(C(=O)O)=CC=CC1.C(CC)OC=1C(C(=O)O)=CC=CC1